C1(=CC=CC=C1)C=1N2C(SC1)=NC(=C2)C(=O)OCC Ethyl 3-phenylimidazo[2,1-b]thiazole-6-carboxylate